(4-(4-hydroxybutyl)piperidin-1-yl)(phenyl)methanone OCCCCC1CCN(CC1)C(=O)C1=CC=CC=C1